3,5-dibromo-1-pentyl-1,2,4-triazole BrC1=NN(C(=N1)Br)CCCCC